4-(pyridin-4-yl)-[1,1':3',1''-terphenyl] N1=CC=C(C=C1)C1=CC=C(C=C1)C1=CC(=CC=C1)C1=CC=CC=C1